C12C3(CC(CC1)CC2)[C@H]2CC[C@@H](C3)C2 (1S,4R)-spiro[bicyclo[2.2.1]heptane-2,2'-bicyclo[2.2.2]octan]